COC1CCC2=C(C=3CCCC3C=C12)NC(=O)N=S(=O)(N)C=1C=NN2C1OCC(C2)(C)C N'-((1-methoxy-1,2,3,5,6,7-hexahydro-s-indacen-4-yl)carbamoyl)-6,6-dimethyl-6,7-dihydro-5H-pyrazolo[5,1-b][1,3]oxazine-3-sulfonimidamide